O1CCOC12CCC(CC2)CN2CCC(=CC2)C=2C=NC(=CC2)[N+](=O)[O-] 1'-((1,4-dioxaspiro[4.5]decan-8-yl)methyl)-6-nitro-1',2',3',6'-tetrahydro-3,4'-bipyridine